N-((5-(4-chlorophenyl)-1,3,4-thiadiazol-2-yl)methyl)-1-methyl-1H-1,2,3-triazole-4-carboxamide ClC1=CC=C(C=C1)C1=NN=C(S1)CNC(=O)C=1N=NN(C1)C